C(C)(=O)[O-].C(C)[N+](CC)(CC)CC tetraethylammonium acetic acid salt